FC1=C(C=CC(=C1)F)[C@@](CN1N=CN=C1)([C@H](C)C1(NC=NC=C1F)Cl)O (2R,3S)-2-(2,4-difluorophenyl)-3-(4-chloro-5-fluoropyrimidine-4-yl)-1-(1H-1,2,4-triazole-1-yl)-2-butanol